5-bromo-1-(cyclobutylmethyl)indol-2-one BrC=1C=C2CC(N(C2=CC1)CC1CCC1)=O